ethyl 2-chloro-5-(2-ethoxy-2-oxoacetyl)-1,4-dimethyl-1H-pyrrole-3-carboxylate ClC=1N(C(=C(C1C(=O)OCC)C)C(C(=O)OCC)=O)C